FC1=CC=C(S1)CC[C@@]1(CN(CC1)C(C)(C)C=1C=NC(=CC1)C)CN1CC(NCC1)(C)C |o1:8| (S or R)-1-((3-(2-(5-fluorothiophen-2-yl)ethyl)-1-(2-(6-methylpyridin-3-yl)propan-2-yl)pyrrolidin-3-yl)methyl)-3,3-dimethylpiperazine